((2-(4-(2-((2-(bis(4-((2-octyldodecanoyl)oxy)butyl)amino)ethyl)(4-((2-octyldodecanoyl)oxy)butyl)amino)ethyl)piperazin-1-yl)ethyl)azanediyl)bis(butane-4,1-diyl) bis(2-octyldodecanoate) C(CCCCCCC)C(C(=O)OCCCCN(CCCCOC(C(CCCCCCCCCC)CCCCCCCC)=O)CCN1CCN(CC1)CCN(CCCCOC(C(CCCCCCCCCC)CCCCCCCC)=O)CCN(CCCCOC(C(CCCCCCCCCC)CCCCCCCC)=O)CCCCOC(C(CCCCCCCCCC)CCCCCCCC)=O)CCCCCCCCCC